I.ClC1=CC=C(C=C1)C(N)=N 4-chlorobenzene-1-carboximidamide hydrogen iodide